1-(2,6-difluorophenyl)cyclopropan-1-amine FC1=C(C(=CC=C1)F)C1(CC1)N